C(C1CO1)OCCC[Si](O[Si](CCCOCC1CO1)(C)C)(C)C 1,3-bis-(glycidoxypropyl)-tetramethyldisiloxane